ClC1=C(C=C(C=N1)C[C@@H](C(C)(C)C)NC(OC(C)(C)C)=O)O tert-butyl (S)-(1-(6-chloro-5-hydroxypyridin-3-yl)-3,3-dimethylbutan-2-yl)carbamate